ClC=1C=C(C=CC1)C=1C=CC=C2C(=C(N3C(C12)=NC=N3)C(=O)NCC(=O)O)O (10-(3-chlorophenyl)-6-hydroxy-[1,2,4]triazolo[5,1-a]isoquinoline-5-carbonyl)glycine